[Si](C)(C)(C(C)(C)C)OCCOC=1C=C(C=NC1)O 5-(2-((tert-butyldimethylsilyl)oxy)ethoxy)pyridin-3-ol